Cl.FC(C=1C=C2C[C@H](COC2=CC1)N)F (R)-6-(difluoromethyl)chroman-3-amine hydrochloride